N(=[N+]=[N-])CC(=O)NC=1C=CC=C(C1)NC(C=C)=O N-(5-azidoacetamidophenyl)acrylamide